4-((R)-1-((R)-morpholine-3-carboxamido)ethyl)benzoate hydrochloride Cl.N1[C@H](COCC1)C(=O)N[C@H](C)C1=CC=C(C(=O)O)C=C1